4-[6-[3-(2-fluoro-4-nitro-phenyl)-1,2,4-oxadiazol-5-yl]-2-pyridyl]morpholine FC1=C(C=CC(=C1)[N+](=O)[O-])C1=NOC(=N1)C1=CC=CC(=N1)N1CCOCC1